tert-butyl (S)-(1-((2-(4-(5-cyanopyrimidin-2-yl)piperazin-1-yl)-2-oxoethoxy)(methyl)amino) propan-2-yl)carbamate C(#N)C=1C=NC(=NC1)N1CCN(CC1)C(CON(C[C@H](C)NC(OC(C)(C)C)=O)C)=O